4-hydroxy-1-methyl-1,2-dihydro-1,7-naphthyridin-2-one OC1=CC(N(C2=CN=CC=C12)C)=O